4-isothiocyanato-8-(trifluoromethyl)-1,2,3,5,6,7-hexahydro-s-indacene N(=C=S)C1=C2CCCC2=C(C=2CCCC12)C(F)(F)F